Cl.Cl.NC=1C2=C(N=C(N1)Cl)N(C=C2C=2SC=C(N2)CC2=CC=CC=C2)[C@H]2[C@@H]([C@@H]([C@H](C2)CNCCCNCCC2=CC=CC=C2)O)O (1R,2S,3R,5R)-3-(4-amino-5-(4-benzylthiazol-2-yl)-2-chloro-7H-pyrrolo[2,3-d]pyrimidin-7-yl)-5-(((3-(phenethylamino)propyl)amino)methyl)cyclopentane-1,2-diol dihydrochloride